(S)-5-ethynyl-6-fluoro-4-(8-fluoro-4-(methyl(pyrrolidin-2-ylmethyl)amino)-2-morpholinopyrido[4,3-d]pyrimidin-7-yl)naphthalen-2-ol C(#C)C1=C2C(=CC(=CC2=CC=C1F)O)C1=C(C=2N=C(N=C(C2C=N1)N(C[C@H]1NCCC1)C)N1CCOCC1)F